Cl.N1(CCNCCC1)C1=C(C=NC2=CC(=C(C=C12)OC)OC)C#N 4-(1,4-diazacycloheptan-1-yl)-6,7-dimethoxyquinoline-3-carbonitrile hydrochloride